ethyl (e)-4-methoxybut-2-enoate COC/C=C/C(=O)OCC